N-(3-methoxybenzyl)-4-((2-morpholinoethoxy)methyl)-N-(4-(pyrrolidin-1-yl)benzyl)thiazol-2-amine COC=1C=C(CN(C=2SC=C(N2)COCCN2CCOCC2)CC2=CC=C(C=C2)N2CCCC2)C=CC1